FC(COC1=NC=CC(=N1)C1=CC=2C=NC(=CC2N1)NC(=O)C=1C=NN(C1)C)F N-(2-(2-(2,2-difluoroethoxy)pyrimidin-4-yl)-1H-pyrrolo[3,2-c]pyridin-6-yl)-1-methyl-1H-pyrazole-4-carboxamide